C(C)(=O)C1C(C(O)=O)(O)O[C@H]([C@@H]([C@H]1O)N)[C@H](O)[C@H](OS(=O)(=O)O)CO acetyl-8-O-sulfo-neuraminic acid